C(C)C1CCC=2NC3=CC=CC=C3C2C1 3-ethyl-2,3,4,9-tetrahydrocarbazole